COP(=O)(OC)OC Trimethyl-phosphat